ClC=1C=CC2=C(C(=C(O2)C(=O)O)NC(C2=CC=C(C=C2)Cl)=O)C1 5-chloro-3-(4-chlorobenzamido)benzofuran-2-carboxylic acid